2-[(3-{6-[(2-fluoro-4-methylphenyl)methoxy]pyridin-2-yl}-3,8-diazabicyclo[3.2.1]octan-8-yl)methyl]-3-[(2S)-oxetan-2-ylmethyl]-1,3-benzodiazole-5-carboxylic acid FC1=C(C=CC(=C1)C)COC1=CC=CC(=N1)N1CC2CCC(C1)N2CC=2N(C1=C(N2)C=CC(=C1)C(=O)O)C[C@H]1OCC1